3-tert-butyloxycarbonylamino-4-(2,4,5-trifluorophenyl)butyric acid C(C)(C)(C)OC(=O)NC(CC(=O)O)CC1=C(C=C(C(=C1)F)F)F